(R)-N-(4-((2-(2-fluorophenyl)pyridin-4-yl)amino)-7-((1-(1-methylpiperidin-4-yl)pyrrolidin-3-yl)oxy)quinazolin-6-yl)acrylamide FC1=C(C=CC=C1)C1=NC=CC(=C1)NC1=NC=NC2=CC(=C(C=C12)NC(C=C)=O)O[C@H]1CN(CC1)C1CCN(CC1)C